(R)-1-((1S,4S)-2-oxa-5-azabicyclo[2.2.1]heptan-5-yl)-3-mercaptopropan-2-ol [C@@H]12OC[C@@H](N(C1)C[C@H](CS)O)C2